5-(dipropylamino)-2-[({4-[(3-methoxypropyl)oxy]-3-methylpyridin-2-yl}methyl)thio]-1H-benzo[d]imidazole C(CC)N(C1=CC2=C(NC(=N2)SCC2=NC=CC(=C2C)OCCCOC)C=C1)CCC